NC1=C(C(=NC=N1)C=1C(=C(C=C(C1)F)NC(=O)C=1C=C2CCC3(C2=CC1F)CC3)CO)OCCNC N-(3-(6-amino-5-(2-(methylamino)ethoxy)pyrimidin-4-yl)-5-fluoro-2-(hydroxymethyl)phenyl)-6'-fluoro-2',3'-dihydrospiro[cyclopropane-1,1'-indene]-5'-carboxamide